(2S,3S)-2,3-bis(phenylsulfonyloxy)succinic acid C1(=CC=CC=C1)S(=O)(=O)O[C@H](C(=O)O)[C@@H](C(=O)O)OS(=O)(=O)C1=CC=CC=C1